(4-(trifluoromethyl)pyridin-2-yl)-8-oxatricyclo[3.2.1.02,4]octane FC(C1=CC(=NC=C1)C12C3CC3C(CC1)O2)(F)F